C1=CC=CC=2C3=CC=CC=C3C(C12)COC(=O)NC(C(=O)O)CCCC1(CC1)NC(=O)OC(C)(C)C 2-((((9H-fluoren-9-yl)methoxy)carbonyl)amino)-5-(1-((tert-butoxycarbonyl)amino)cyclopropyl)pentanoic acid